3-fluoro-N-methyl-5-(4-((3-methyl-2-oxo-4-thioxo-1,2,3,4-tetrahydroquinazolin-7-yl)methyl)-3-oxopiperazin-1-yl)picolinamide FC=1C(=NC=C(C1)N1CC(N(CC1)CC1=CC=C2C(N(C(NC2=C1)=O)C)=S)=O)C(=O)NC